(R)-2-((R)-2,4-dimethylpiperazin-1-yl)-N-(3-(5-fluoro-2-((2-fluoro-3-(methylsulfonyl)phenyl)amino)pyrimidin-4-yl)-1H-indol-7-yl)propanamide C[C@H]1N(CCN(C1)C)[C@@H](C(=O)NC=1C=CC=C2C(=CNC12)C1=NC(=NC=C1F)NC1=C(C(=CC=C1)S(=O)(=O)C)F)C